N-(4-(5-phenyl-5H-pyrido[2,3-b]indol-8-yl)phenyl)-[1,1'-biphenyl]-4-amine C1(=CC=CC=C1)C1C2=C3C(=NC2=C(C=C1)C1=CC=C(C=C1)NC1=CC=C(C=C1)C1=CC=CC=C1)N=CC=C3